methyl (R)-6-chloro-3-((1-(2-(cyclopropylmethyl)-3,6-dimethyl-4-oxo-3,4-dihydroquinazolin-8-yl)ethyl)amino)picolinate ClC1=CC=C(C(=N1)C(=O)OC)N[C@H](C)C=1C=C(C=C2C(N(C(=NC12)CC1CC1)C)=O)C